Ethyl 2,7-dimethoxy-10-methylphenanthrene-9-carboxylate COC1=CC=2C(=C(C3=CC(=CC=C3C2C=C1)OC)C(=O)OCC)C